4,5-dichloro-2-[2-(4-chloro-3-fluoro-phenyl)-2-oxo-ethyl]pyridazin-3-one ClC=1C(N(N=CC1Cl)CC(=O)C1=CC(=C(C=C1)Cl)F)=O